4-(tert-pentyl)cyclohexan-1-one oxime C(C)(C)(CC)C1CCC(CC1)=NO